BrC=1N=C(N2C1[C@H](N(CC2)C(=O)C2CC2)C)C2=NC(=NS2)C (R)-(1-Bromo-8-methyl-3-(3-methyl-1,2,4-thiadiazol-5-yl)-5,6-dihydroimidazo[1,5-a]Pyrazin-7(8H)-yl)(cyclopropyl)methanone